tert-butyl 4-(6-bromo-1-oxoisoquinolin-2(1H)-yl)piperidine-1-carboxylate BrC=1C=C2C=CN(C(C2=CC1)=O)C1CCN(CC1)C(=O)OC(C)(C)C